bromoimidazo[1,5-a]pyridine-3-carboxylic acid BrC=1N=C(N2C1C=CC=C2)C(=O)O